3-Methoxy-2-methyl-aniline COC=1C(=C(N)C=CC1)C